O(C1=CC=CC=C1)C1=NC(=NC(=N1)S)S 2-phenoxy-4,6-dimercapto-s-triazine